1-chloro-4-((4-nitrobenzyl)sulfonyl)benzene ClC1=CC=C(C=C1)S(=O)(=O)CC1=CC=C(C=C1)[N+](=O)[O-]